C(C)C=1NC(C=CC1N1CN(C2=CC(=CC=C2C1=O)OC(F)(F)F)C1=C(C=C(C=C1)F)C)=O 3-(2-ethyl-6-oxo-1,6-dihydropyridin-3-yl)-1-(4-fluoro-2-methylphenyl)-7-(trifluoromethoxy)-2,3-dihydroquinazolin-4(1H)-one